FC(C)(F)C1=NC(=NO1)C12CCC(CC1)(CC2)CN(C(=O)C21CC(C2)(C1)F)C=1C=C(C=CC1)NC(OC(C)(C)C)=O Tert-butyl (3-(N-((4-(5-(1,1-difluoroethyl)-1,2,4-oxadiazol-3-yl)bicyclo[2.2.2]octan-1-yl) methyl)-3-fluorobicyclo[1.1.1]pentane-1-carboxamido)phenyl)carbamate